2-Methyl-1-(2-trimethylsilylethoxymethyl)pyrazol-3-one CN1N(C=CC1=O)COCC[Si](C)(C)C